C1(CC1)C1=CC=C2C(=N1)CC1(CCNCC1)[C@@H]2CC(C)(S(=O)N)C ((S)-2-cyclopropyl-5,7-dihydrospiro[cyclopenta[b]pyridine-6,4'-piperidine]-5-yl)-2-methylpropane-2-sulfinamide